NC1=NC=C(C=C1C1=C(C=C(C=C1)NC(=O)C=1C(C(=C2N(CC3N(C2=O)CCO3)C1)C1=CC=C(C=C1)C)=O)F)C1=CC(=C(C=C1)OCCN1CCOCC1)OC N-(4-(2-amino-5-(3-methoxy-4-(2-morpholinoethoxy)phenyl)pyridin-3-yl)-3-fluorophenyl)-5,7-dioxo-6-(p-tolyl)-2,3,5,7,11,11a-hexahydrooxazolo[3,2-a]pyrido[1,2-d]pyrazine-8-carboxamide